ClC=1C(=C(NC=2C3=C(N=CN2)C=CC(=N3)O[C@@H]3CN(CC3)C(=O)OC(C)(C)C)C=CC1CC(F)(F)F)F tert-Butyl (3S)-3-[4-[3-chloro-2-fluoro-4-(2,2,2-trifluoroethyl)anilino]pyrido[3,2-d]pyrimidin-6-yl]oxypyrrolidine-1-carboxylate